(3R)-3-(difluoromethyl)-4-(((pyridazin-3-yl)methyl)piperazin-1-yl)-6-fluorobenzoic acid methyl ester COC(C1=CC(=C(C=C1F)N1C(CNCC1)CC=1N=NC=CC1)C(F)F)=O